FC1=C(C=CC=C1)C(=O)N1CCC=2C1=CN=CC2C=2C=CC=1N(C2)C=CN1 (2-fluorophenyl)(4-(imidazo[1,2-a]pyridin-6-yl)-2,3-dihydro-1H-pyrrolo[2,3-c]pyridin-1-yl)-methanone